3-ethyl-3-(vinyloxymethyl)oxirane C(C)C1(CO1)COC=C